(5S,3S)-1,4-Dibenzyl-5-((S)-1-(tert-butoxycarbonyl)amino-2-(1-(tert-butoxycarbonyl)(indol-3-yl))-ethyl)-3-(4-(tert-butoxycarbonyl)amino-butyl)-2-oxopiperazine C(C1=CC=CC=C1)N1C([C@@H](N([C@@H](C1)[C@H](CC1=CN(C2=CC=CC=C12)C(=O)OC(C)(C)C)NC(=O)OC(C)(C)C)CC1=CC=CC=C1)CCCCNC(=O)OC(C)(C)C)=O